C(#N)C(C)(C)N1N=C(C(=C1)NC=1C(=NC(=C(N1)C1CC1)C=1C2=C(C=NC1)N(C=N2)C)C(=O)N)C 3-[[1-(1-Cyano-1-methyl-ethyl)-3-methyl-pyrazol-4-yl]amino]-5-cyclopropyl-6-(3-methylimidazo[4,5-c]pyridin-7-yl)pyrazine-2-carboxamide